1-N-methyl-ethylamino-3-methylimidazole bis(trifluoromethanesulfonyl)imide salt [N-](S(=O)(=O)C(F)(F)F)S(=O)(=O)C(F)(F)F.CN1C(N(C=C1)C)NCC